C1(=CC=C(C=C1)C1=CC=C2C(C(COC2=C1)(C)C)NC(O[C@@H]1CN2CCC1CC2)=O)C2=CC=CC=C2 (S)-quinuclidin-3-yl (7-([1,1'-biphenyl]-4-yl)-3,3-dimethylchroman-4-yl)carbamate